O[C@H]1[C@@H](CCC1)N1C[C@@H](CCC1)NC1=NN=C(C=2N1N=CC2)C2=C(C=C(C=C2)C(F)(F)F)O 2-(7-(((R)-1-((1R,2R)-2-hydroxycyclopentyl)piperidin-3-yl)amino)pyrazolo[1,5-d][1,2,4]triazin-4-yl)-5-(trifluoromethyl)phenol